2-fluoro-6-[(3-fluorobenzyl)amino]-9-(oxetan-2-yl)-9H-purine FC1=NC(=C2N=CN(C2=N1)C1OCC1)NCC1=CC(=CC=C1)F